4-amino-N-methyl-N-(1-(5-(trifluoromethyl)pyridin-2-yl)ethyl)imidazo[1,5-a]quinoxaline-8-carboxamide NC=1C=2N(C3=CC(=CC=C3N1)C(=O)N(C(C)C1=NC=C(C=C1)C(F)(F)F)C)C=NC2